tert-butyl 3-bromo-1H-pyrazolo[4,3-b]pyridine-1-carboxylate BrC1=NN(C=2C1=NC=CC2)C(=O)OC(C)(C)C